COC=1C=C(C=CC1)[C@@H](C1CCN(CC1)C(=O)N1C[C@@H]2[C@@H](OCC(N2)=O)CC1)C1=CC=CC=C1 |o1:8| (4aR,8aS)-6-(4-((S or R)-(3-Methoxyphenyl)(phenyl)methyl)piperidine-1-carbonyl)hexahydro-2H-pyrido[4,3-b][1,4]oxazin-3(4H)-one